isoeicosyl-urea C(CCCCCCCCCCCCCCCCC(C)C)NC(=O)N